[OH-].C[N+]1=C(N(C2=C1CCCC2)C)C 1,2,3-trimethyl-4,5,6,7-tetrahydrobenzimidazolium hydroxide